tert-Butyl 4-(5-oxo-1,3a,4,5,6,6a-hexahydropentalen-2-yl)-1H-imidazole-1-carboxylate O=C1CC2C=C(CC2C1)C=1N=CN(C1)C(=O)OC(C)(C)C